N-[3-(5-chloro-1,3-benzoxazol-2-yl)-1-bicyclo[1.1.1]pentanyl]-5-[(S)-methylsulfonimidoyl]furan-2-carboxamide ClC=1C=CC2=C(N=C(O2)C23CC(C2)(C3)NC(=O)C=3OC(=CC3)[S@](=O)(=N)C)C1